5-((2-(4-(2-Aminoethyl)-1H-1,2,3-triazol-1-yl)ethyl)amino)benzo[c][2,6]naphthyridine-8-carboxamide NCCC=1N=NN(C1)CCNC1=NC2=C(C3=CN=CC=C13)C=CC(=C2)C(=O)N